N-(piperidin-2-ylmethyl)acetamide N1C(CCCC1)CNC(C)=O